C(C)N(C(=O)C1=C(SC=C1)CC1=C(C=C(C=C1)F)OC(C)C)CC N,N-diethyl-2-[(4-fluoro-2-isopropoxy-phenyl)methyl]thiophene-3-carboxamide